COC=1C(=NC=CC1)[C@@H]1[C@H](O[C@@]([C@@H]1C)(C(F)(F)F)C)C(=O)NC1=CC(=NC=C1)C(=O)N (2S,3R,4R,5S)-4-[[3-(3-Methoxy-2-pyridyl)-4,5-dimethyl-5-(trifluoromethyl)tetrahydrofuran-2-carbonyl]amino]pyridin-2-carboxamid